ClC1=CC=C(C=C1)C1=NN(CCC1C1=CC=CC=C1)\C(\N=C(\N)/[Se]C)=N/S(=O)(=O)C1=CC=C(C=C1)OC methyl (Z)-N'-((Z)-(3-(4-chlorophenyl)-4-phenyl-5,6-dihydropyridazin-1(4H)-yl)(((4-methoxyphenyl)sulfonyl)imino)methyl)carbamimidoselenoate